(S)- and (R)-2-((4-chlorophenethyl)amino)-1-(6-methoxy-1H-indol-3-yl)-2-phenyl-ethan-1-one ClC1=CC=C(CCN[C@H](C(=O)C2=CNC3=CC(=CC=C23)OC)C2=CC=CC=C2)C=C1 |r|